1-[3-(methylsulfanyl)phenyl]-3-[3-(2-{2-[3-({[3-(methylsulfanyl)-phenyl]carbamoyl}amino)propoxy]ethoxy}ethoxy)propyl]urea CSC=1C=C(C=CC1)NC(=O)NCCCOCCOCCOCCCNC(NC1=CC(=CC=C1)SC)=O